C(C)(C)(C)OC(NC1CC(C1)(C)NC(C(C)(C)C1=NC=C(C=C1Br)Cl)=O)=O ((1s,3s)-3-(2-(3-bromo-5-chloropyridin-2-yl)-2-methylpropanamido)-3-methylcyclobutyl)carbamic acid tert-butyl ester